Chlorobis(2,6-dimethylphenyl)phosphine ClP(C1=C(C=CC=C1C)C)C1=C(C=CC=C1C)C